COC(=O)C1CC(C1)O[Si](C)(C)C(C)(C)C.C(#N)N1C[C@H](CC1)C(=O)NC=1N=CN(C1)C1=CC(=CC=C1)OC (S)-1-cyano-N-(1-(3-methoxyphenyl)-1H-imidazol-4-yl)pyrrolidine-3-carboxamide methyl-(1s,3s)-3-((tert-butyldimethylsilyl)oxy)cyclobutane-1-carboxylate